1-isoamyl isovalerate C(CC(C)C)(=O)OCCC(C)C